5-bromo-2-chloro-3-(1H-imidazol-1-yl)pyrazine BrC=1N=C(C(=NC1)Cl)N1C=NC=C1